1-Acetyl-N-(4-((4-(4-methylpiperidin-1-yl)phenyl)amino)benzyl)pyrrolidine-3-carboxamide C(C)(=O)N1CC(CC1)C(=O)NCC1=CC=C(C=C1)NC1=CC=C(C=C1)N1CCC(CC1)C